2-((3-(3-(4-acetylpiperazin-1-yl)-8,9-dihydropyrido[3',2':4,5]pyrrolo[1,2-a]pyrazin-7(6H)-yl)-3-oxopropoxy)methyl)azetidin C(C)(=O)N1CCN(CC1)C1=CC=2C=C3N(CCN(C3)C(CCOCC3NCC3)=O)C2N=C1